Dimethyl 2-(5-cyanopyridin-2-yl)malonate C(#N)C=1C=CC(=NC1)C(C(=O)OC)C(=O)OC